C(C1=CC=CC=C1)N(C(C)=O)C(=C)C1=CC=C(C=C1)SC N-benzyl-N-(1-(p-methylthiophenyl)vinyl)acetamide